19-methylarachidyl palmitoleate C(CCCCCCC\C=C/CCCCCC)(=O)OCCCCCCCCCCCCCCCCCCC(C)C